methyl 2-acetyl-5-methoxy-4-(morpholinomethyl)benzoate C(C)(=O)C1=C(C(=O)OC)C=C(C(=C1)CN1CCOCC1)OC